Cl.FC1=C(C=CC(=C1)F)C1(CC1)N 1-(2,4-difluorophenyl)cyclopropanamine HCl salt